OC1=NC(=NC2=CC=C(C=C12)C=1CCN(CC1)C(=O)OC(C)(C)C)C tert-butyl 4-(4-hydroxy-2-methylquinazolin-6-yl)-3,6-dihydropyridin-1(2H)-carboxylate